ClC=1C=C2C(=NC=NC2=C(C1)C(F)(F)F)N 6-chloro-8-(trifluoromethyl)quinazolin-4-amine